ethyl 3-(tert-butoxycarbonylamino)-6,7-dihydro-5H-cyclopenta[b]pyridine-6-carboxylate C(C)(C)(C)OC(=O)NC=1C=C2C(=NC1)CC(C2)C(=O)OCC